CN1C(=N[C@H](C(=C1CN1CC2(CC2)C[C@H]1CO)C(=O)OC)C1=C(C=C(C=C1)F)Cl)S1NC=CC=C1 methyl (R)-methyl-4-(2-chloro-4-fluorophenyl)-6-(((S)-6-(hydroxymethyl)-5-azaspiro[2.4]heptan-5-yl) methyl)-2-(thiapyridin-2-yl)-1,4-dihydropyrimidine-5-carboxylate